ClN(CCN)Cl N,N-dichloro-ethylenediamine